ClC1=CC=2OCC3N(C2N=C1)CCN(C3)C(C(COCC3NCC3)C)=O 2-((3-(3-chloro-6a,7,9,10-tetrahydropyrazino[1,2-d]pyrido[3,2-b][1,4]oxazin-8(6H)-yl)-2-methyl-3-oxopropoxy)methyl)azetidin